(R)-4-chloro-5-(3-((4-(1-(2-hydroxy-2-methylpropyl)-1H-pyrazol-4-yl)pyridin-2-yl)oxy)pyrrolidin-1-yl)pyridazin-3(2H)-one ClC=1C(NN=CC1N1C[C@@H](CC1)OC1=NC=CC(=C1)C=1C=NN(C1)CC(C)(C)O)=O